O[C@]1(COCC2=C1NC(C1=C2C=C(S1)C=1C=NNC1)=O)C(F)(F)F |r| racemic-4-hydroxy-8-(1H-pyrazol-4-yl)-4-(trifluoromethyl)-1,3,4,5-tetrahydro-6H-pyrano[4,3-b]thieno[3,2-d]pyridin-6-one